CC(C)C1NCCC12CCC(CC2)C(=O)NN propan-2-yl-2-azaspiro[4.5]decane-8-carbohydrazide